C(C)OC(=O)C1=NN(C(=C1C#N)C(F)(F)F)C 4-cyano-1-methyl-5-(trifluoromethyl)-1H-pyrazole-3-carboxylic acid ethyl ester